1-methyl-3,3-bis(4-cyanophenyl)indolin-2-one CN1C(C(C2=CC=CC=C12)(C1=CC=C(C=C1)C#N)C1=CC=C(C=C1)C#N)=O